5-(2-(Methylsulfonyl)ethyl)isoxazole-3-carboxylic acid ethyl ester C(C)OC(=O)C1=NOC(=C1)CCS(=O)(=O)C